O-Dodecenyl acetate C(C)(=O)OC=CCCCCCCCCCC